NC1=C(C(=NN1C(C)C)C=1C=CC(=NC1)C(=O)NC1=NC=CC(=C1)C(F)(F)F)C(N)=O 5-(5-amino-4-carbamoyl-1-isopropyl-1H-pyrazol-3-yl)-N-(4-(trifluoromethyl)pyridin-2-yl)picolinamide